4-ethyl-6-isobutyl-m-phenylenediamine C(C)C1=C(C=C(C(=C1)CC(C)C)N)N